C(C)N(C(CC1C2=CC=CC=C2C=2C(=CC=CC2C1)C)=O)CC (-)-N,N-Diethyl-2-(4-methyl-9,10-dihydrophenanthren-9-yl)acetamide